C(=O)(OC(C)(C)C)NCCCC(C(=O)O)C(=O)OC 5-((Boc)amino)-2-(methoxycarbonyl)pentanoic acid